BrC=1C=C(C(=NC1)N)OCC1=C(C(=CC=C1)F)OC 5-bromo-3-(3-fluoro-2-methoxy-benzyloxy)-pyridin-2-ylamine